CC1(C2CC3CC1CC(C3)(C2)N)C 5-dimethyladamantan-1-amine